C12C3C4C5CCCC5C(C3C(C=C1)C2)C4 Pentacyclo[9.2.1.13,9.02,10.04,8]Pentadeca-12-ene